COC1=CC=C(C=C1)N(C=1C=2C3=C(C(N(C3=CC1)CC)C)C=CC2)C2=CC=C(C=C2)OC 6-[bis(4-methoxyphenyl)amino]-1-ethyl-2-methylbenzo[cd]indole